bromine salicylaldehyde C(C=1C(O)=CC=CC1)=O.[Br]